N[C@H](CC(CO)C)C(C)C (3S,4R)-4-amino-2,5-dimethylhexanol